4-(3-fluoro-4-(trifluoromethyl)phenoxy)-N-(1-methyl-6-oxo-1,6-dihydropyridazin-3-yl)piperidine-1-carboxamide FC=1C=C(OC2CCN(CC2)C(=O)NC2=NN(C(C=C2)=O)C)C=CC1C(F)(F)F